ethyl 8-(2-bromoacetyl)-7-cyclobutyl-2-methoxyquinoline-3-carboxylate BrCC(=O)C=1C(=CC=C2C=C(C(=NC12)OC)C(=O)OCC)C1CCC1